tert-butyl 4-[4-[4-[(2,6-dioxo-3-piperidyl)amino]phenyl]-1-piperidyl]piperidine-1-carboxylate O=C1NC(CCC1NC1=CC=C(C=C1)C1CCN(CC1)C1CCN(CC1)C(=O)OC(C)(C)C)=O